tert-butyl (12aR)-10-chloro-9-(2-fluoro-6-hydroxyphenyl)-8-[(trimethylsilyl)ethynyl]-3,4,12,12a-tetrahydro-6H-pyrazino[2,1-c][1,4]benzoxazepine-2(1H)-carboxylate ClC1=C(C(=CC=2CN3[C@@H](COC21)CN(CC3)C(=O)OC(C)(C)C)C#C[Si](C)(C)C)C3=C(C=CC=C3O)F